((2R,3S,4R,5R)-5-(2,3,5,6-tetraazacyclopenta[de]tetracen-2(6H)-yl)-3,4-dihydroxytetrahydrofuran-2-yl)methyl hydrogen triphosphate O(P(O)(=O)OP(=O)([O-])OP(=O)([O-])[O-])C[C@H]1O[C@H]([C@@H]([C@@H]1O)O)N1C=C2C3=C1N=CN=C3NC=3C=C1C=CC=CC1=CC23